2-hydrazono-2,3-dihydrothiazole N(N)=C1SC=CN1